2-[(3R,5S)-3-amino-4,4-difluoro-5-methyl-1-piperidinyl]-5-fluoro-6-[[1-methyl-2-oxo-3-[[(5S)-2-oxooxazolidin-5-yl]methyl]benzimidazol-5-yl]amino]pyridine-3-carbonitrile N[C@@H]1CN(C[C@@H](C1(F)F)C)C1=NC(=C(C=C1C#N)F)NC1=CC2=C(N(C(N2C[C@@H]2CNC(O2)=O)=O)C)C=C1